3-(hydroxymethyl)indoline-1,3-dicarboxylic acid 1-(tert-butyl) ester 3-ethyl ester C(C)OC(=O)C1(CN(C2=CC=CC=C12)C(=O)OC(C)(C)C)CO